COC(CC1CC(OCC1)C=1C(=NC(=CC1)C=1N=NN(C1CO)C[Si](C)(C)C)C)=O 2-(2-(6-(5-(hydroxymethyl)-1-((trimethylsilyl)methyl)-1H-1,2,3-triazol-4-yl)-2-methylpyridin-3-yl)tetrahydro-2H-pyran-4-yl)acetic acid methyl ester